((2S,5R)-5-((N-(2,2,2-trifluoroethyl)sulfamoyl)amino)tetrahydro-2H-pyran-2-yl)methyl 4-methylbenzenesulfonate CC1=CC=C(C=C1)S(=O)(=O)OC[C@H]1OC[C@@H](CC1)NS(NCC(F)(F)F)(=O)=O